1-((2S,4R)-2-((6-((6-methoxy-2-methyl-1,2,3,4-tetrahydroisoquinolin-7-yl)amino)-1H-pyrazolo[3,4-d]pyrimidin-1-yl)methyl)-4-methylpyrrolidin-1-yl)ethan-1-one COC=1C=C2CCN(CC2=CC1NC1=NC=C2C(=N1)N(N=C2)C[C@H]2N(C[C@@H](C2)C)C(C)=O)C